FC(C(=O)O)(F)F.FC1=C(COC2CC3(CNC3)C2)C=CC(=C1)C(F)(F)F 6-((2-Fluoro-4-(trifluoromethyl)benzyl)oxy)-2-azaspiro[3.3]heptane 2,2,2-trifluoroacetate